5-oxo-eicosapentaenoic acid O=C(CC=CC(=O)O)C=CC=CC=CC=CCCCCCCC